4-(2-{5-[(1R,4R,7R)-7-amino-2-azabicyclo[2.2.1]heptane-2-carbonyl]-7-methoxy-1-methyl-1H-1,3-benzodiazol-2-yl}-1-(cyclopropylmethyl)-1H-indol-7-yl)-2,5-difluorophenol N[C@H]1[C@@H]2N(C[C@H]1CC2)C(=O)C2=CC1=C(N(C(=N1)C=1N(C3=C(C=CC=C3C1)C1=CC(=C(C=C1F)O)F)CC1CC1)C)C(=C2)OC